O[C@@H]1[C@@](C2=CC=C3[C@]4(CC[C@]5(CC[C@](C[C@H]5[C@@]4(CC[C@]3(C2=CC1=O)C)C)(C(=O)NC)C)C)C)(C)OC (2R,4aS,6aS,9S,10R,12bR,14aS,14bR)-10-hydroxy-9-methoxy-N,2,4a,6a,9,12b,14a-heptamethyl-11-oxo-1,2,3,4,4a,5,6,6a,9,10,11,12b,13,14,14a,14b-hexadecahydropicene-2-carboxamide